ClC1=CC(=C(OCC2=NC=CC(=N2)OC2CCN(CC2)CC2=NC3=C(N2C[C@H]2OCC2)C=C(C=C3)C(=O)O)C=C1)C#N 2-{[4-({2-[(4-chloro-2-cyanophenoxy)methyl]pyrimidin-4-yl}oxy)piperidin-1-yl]methyl}-1-{[(2S)-oxetan-2-yl]methyl}-1H-1,3-benzodiazole-6-carboxylic acid